S(OC1=CC2=C(N(C=N2)C2C(NC(CC2)=O)=O)C=C1)(=O)(=O)F 1-(2,6-dioxopiperidin-3-yl)-1H-benzo[d]imidazol-5-yl sulfurofluoridate